2-(2-chlorophenyl)-N-[4-(5-cyano-2-methylphenoxy)-3-sulfamoylphenyl]acetamide ClC1=C(C=CC=C1)CC(=O)NC1=CC(=C(C=C1)OC1=C(C=CC(=C1)C#N)C)S(N)(=O)=O